2-((3-chloro-4-fluorophenyl)carbamoyl)-8,10-dimethyl-11-oxo-1,3,4,7,8,9,10,11-octahydro-2H-pyrido[4',3':3,4]Pyrazolo[1,5-a][1,4]Diazepine-8-carboxylic acid ethyl ester C(C)OC(=O)C1(CN(C(C=2N(C1)N=C1C2CN(CC1)C(NC1=CC(=C(C=C1)F)Cl)=O)=O)C)C